1-{1-[(2-bromophenyl)methyl]cyclobutyl}methanamine BrC1=C(C=CC=C1)CC1(CCC1)CN